methyl 3-[(1-tert-butoxycarbonylpiperidine-4-carbonyl)amino]isoquinoline-6-carboxylate C(C)(C)(C)OC(=O)N1CCC(CC1)C(=O)NC=1N=CC2=CC=C(C=C2C1)C(=O)OC